pentafluorobenzene boronate sulfonium salt [SH3+].B([O-])[O-].FC=1C(=C(C(=C(C1)F)F)F)F.[SH3+]